ClC1=C(C(=CC=C1Cl)F)[C@@]1(CN(CC1)C(C=C)=O)NC=1C=CC=2N(C1)N=CC2 (S)-1-(3-(2,3-Dichloro-6-fluorophenyl)-3-(pyrazolo[1,5-a]pyridin-6-ylamino)pyrrolidin-1-yl)prop-2-en-1-one